4-chloro-2-(pyridin-3-yl)-1H-pyrrolo[2,3-b]pyridine ClC1=C2C(=NC=C1)NC(=C2)C=2C=NC=CC2